ClC1=NC=C(C(=C1C)C(=O)NCC(F)(F)C1=C(C=C(C=C1)C)C)OC1=C(C(=CC=C1)Cl)F 2-chloro-5-(3-chloro-2-fluorophenoxy)-N-[2-(2,4-dimethylphenyl)-2,2-difluoroethyl]-3-methylpyridine-4-carboxamide